FC(C(=O)O)(F)F.C1C(CC12CCNCC2)N2N=CC=1C2=NC(=NC1)NC1=C(C=C2CCN(CC2=C1)C)OC N-[1-(7-azaspiro[3.5]nonan-2-yl)pyrazolo[3,4-d]pyrimidin-6-yl]-6-methoxy-2-methyl-3,4-dihydro-1H-isoquinolin-7-amine 2,2,2-trifluoroacetate